Di-tert-butyl ((4S,5R)-4-(aminomethyl)-2-methoxyhexane-1,5-diyl)dicarbamate NC[C@H](CC(CNC(OC(C)(C)C)=O)OC)[C@@H](C)NC(OC(C)(C)C)=O